Cl.Cl.Cl.Cl.NC1=C(OCCCOC2=C(C=C(C=C2)N)N)C=CC(=C1)N 1,3-bis(2,4-diaminophenoxy)propane tetrahydrochloride